FC(C(=O)O)(F)F.CC(C(=O)OCC)(C)NC(=O)C1=CN=C(O1)C1=CC(=CC=C1)C1=CC(=NN1)C(NC(CC)CC)=O Ethyl 2-Methyl-2-(2-(3-(3-(Pentan-3-Ylcarbamoyl)-1H-Pyrazol-5-Yl)Phenyl)Oxazole-5-Carboxamido)Propanoate Trifluoroacetate